C(=C)[N+]1=C(NC=C1)CC1=CC=CC=C1 vinyl-benzyl-3-imidazolium